S1CCC=C1 2,3-dihydro-thiophene